Cl.CN([C@@H](C)C(=O)O)CC=1OC(OC1C)=O N-methyl-N-((5-methyl-2-oxo-1,3-dioxol-4-yl)methyl)-L-alanine hydrochloride